N,N'-{oxybis(2,1-ethanediyloxy-3,1-propanediyl)}bisacrylamide O(CCOCCCNC(C=C)=O)CCOCCCNC(C=C)=O